imidazoisoindolone C1=CC2=NC(=O)N=C2C3=CNC=C31